methyl (S)-2-(5-(1-amino-3-(tert-butoxy)-3-oxopropyl)-3-methylisoxazol-4-yl)benzoate N[C@@H](CC(=O)OC(C)(C)C)C1=C(C(=NO1)C)C1=C(C(=O)OC)C=CC=C1